methyl 4-(5-fluoro-3-{[3-fluoro-5-(2-hydroxypropan-2-yl)phenyl]methoxy}pyridin-2-yl)-5-methylthiophene-2-carboxylate FC=1C=C(C(=NC1)C=1C=C(SC1C)C(=O)OC)OCC1=CC(=CC(=C1)C(C)(C)O)F